CC=1C=C(C=C2C(NC(=NC12)C1=CC2=C(C=N1)C=CS2)=O)CC(=O)N2CCOCC2 8-methyl-6-(2-morpholino-2-oxo-ethyl)-2-thieno[3,2-c]pyridin-6-yl-3H-quinazolin-4-one